N-[(3R,4R)-4-[4-(2-fluoro-3,6-dimethoxybenzoyl)benzamido]-1-methylpyrrolidin-3-yl]pyridine-4-carboxamide FC1=C(C(=O)C2=CC=C(C(=O)N[C@H]3[C@@H](CN(C3)C)NC(=O)C3=CC=NC=C3)C=C2)C(=CC=C1OC)OC